6-((2R,3s)-2-amino-3-fluorobutyl)-2-chloro-N-(furan-2-ylmethyl)-7-methylpyrrolo[2,1-f][1,2,4]triazin-4-amine N[C@H](CC=1C=C2C(=NC(=NN2C1C)Cl)NCC=1OC=CC1)[C@H](C)F